CC1=NN(C=N1)C1=CC=CC(=N1)N1CCN(CC1)C1CN(C1)CC1=CC=C(CC=2C=3C4=C(C(N(C4=CC2)C2C(NC(CC2)=O)=O)=O)C=CC3)C=C1 3-(6-(4-((3-(4-(6-(3-methyl-1H-1,2,4-triazol-1-yl)pyridin-2-yl)piperazin-1-yl)azetidin-1-yl)methyl)benzyl)-2-oxobenzo[cd]indol-1(2H)-yl)piperidine-2,6-dione